C(C)(C)(C)C1=CC=C(C=C1)[C@H](C)NC(=O)C=1C=C2C(=C(N(C2=CC1)CC=1C=C(O[C@@H](C(=O)OC)C)C=CC1)C)C (R)-Methyl 2-(3-((5-(((S)-1-(4-(tert-butyl)phenyl)ethyl)carbamoyl)-2,3-dimethyl-1H-indol-1-yl)methyl)phenoxy)propanoate